1,4-cyclohexanbis(methylamine) C1(CCC(CC1)CN)CN